(S)-N-(4-(Piperidin-3-yl)-phenyl)-6-propylnicotinamid N1C[C@@H](CCC1)C1=CC=C(C=C1)NC(C1=CN=C(C=C1)CCC)=O